(+)-N-(5-(1-amino-1-(4-cyanophenyl)-3-cyclopropyl-propyl)-2-fluorophenyl)-1-(3-(aminomethyl)phenyl)-3-(trifluoromethyl)-1H-pyrazole-5-carboxamide NC(CCC1CC1)(C1=CC=C(C=C1)C#N)C=1C=CC(=C(C1)NC(=O)C1=CC(=NN1C1=CC(=CC=C1)CN)C(F)(F)F)F